1-(2-methoxyethyl)-3,8-dimethyl-5-[[(1R)-1-[3-(trifluoromethyl)phenyl]ethyl]amino]imidazo[4,5-g]phthalazin-2-one COCCN1C(N(C=2C1=CC=1C(=NN=C(C1C2)N[C@H](C)C2=CC(=CC=C2)C(F)(F)F)C)C)=O